C[Si](O[Si](C=C)(C1=CC=CC=C1)C)(C=C)C1=CC=CC=C1 1,3-dimethyl-1,3-diphenyl-1,3-divinyldisiloxane